NC=1C=C(C#N)C=CC1N1CCC(CC1)S(=O)(=O)C1=CC(=CC=C1)OC 3-amino-4-(4-((3-methoxyphenyl)sulfonyl)piperidin-1-yl)benzonitrile